ClC1=C(C=C2C(=C(N(C2=C1F)C)C=1NC(=NN1)[C@@H](C#N)C)C=1C=NNC1)OC (R)-2-(5-(6-chloro-7-fluoro-5-methoxy-1-methyl-3-(1H-pyrazol-4-yl)-1H-indol-2-yl)-4H-1,2,4-triazol-3-yl)propanenitrile